N-(2-acetyl-4-bromo-6-methoxybenzo[b]thiophen-5-yl)formamide C(C)(=O)C1=CC2=C(S1)C=C(C(=C2Br)NC=O)OC